N-(1-(4-chlorophenyl)-2,2,2-trifluoroethyl)-N-methylpyrazolo[1,5-a]pyrimidine-6-sulfonamide ClC1=CC=C(C=C1)C(C(F)(F)F)N(S(=O)(=O)C=1C=NC=2N(C1)N=CC2)C